C(CCCCCCCC=C)(=O)N(C[C@H](O)[C@@H](O)[C@H](O)[C@H](O)CO)C N-9-decenoyl-N-methylglucamine